FC1=C(C=CC=C1)C1=CC=C(C=C1)CCCC(=O)NCC1=NC=CC=C1 4-(2'-fluoro-[1,1'-biphenyl]-4-yl)-N-(pyridin-2-ylmethyl)butanamide